ClC=1C(=NC(=CC1)Cl)C(=O)[O-].OCC[NH3+] 2-hydroxyethylammonium 3,6-dichloro-2-pyridineformate